OCCN(CCCCCCCC(=O)OC(CCCCCCCC)CCCCCCCC)CCCCCOC(=O)OCC\C=C/CCCCC Heptadecan-9-yl (Z)-8-((2-hydroxyethyl)(5-(((non-3-en-1-yloxy)carbonyl)oxy)pentyl)amino)octanoate